(S)-2-[2-(4-chloro-phenyl)-benzimidazol-1-yl]-4-methyl-pentanoic acid ClC1=CC=C(C=C1)C1=NC2=C(N1[C@H](C(=O)O)CC(C)C)C=CC=C2